tert-butyl (2S,4R)-4-((6-((5-(difluoromethoxy)-1H-pyrazol-3-yl)amino)pyrazin-2-yl)oxy)-2-methylpiperidine-1-carboxylate FC(OC1=CC(=NN1)NC1=CN=CC(=N1)O[C@H]1C[C@@H](N(CC1)C(=O)OC(C)(C)C)C)F